ClC=1C(=NC(=NC1C(F)F)C)N[C@@H](CO)C |r| (RS)-2-((5-chloro-2-methyl-6-difluoromethyl-pyrimidine-4-yl)amino)propanol